1-(2-methoxyphenyl)-3-(3-methyl-4-phenoxyphenyl)-1,3,5-triazinane-2,4,6-trione COC1=C(C=CC=C1)N1C(N(C(NC1=O)=O)C1=CC(=C(C=C1)OC1=CC=CC=C1)C)=O